C1(=CC=CC=C1)C=1C(=CC(=CC1)N(C1=CC=C(C=C1)C1=CC=C(C=C1)C1=CC=C(C=C1)C1=CC=CC=C1)C1=CC=C(C=C1)C1=CC=CC2=CC=CC=C12)C1=CC=CC=C1 ([1,1':2',1'']terphenyl-4'-yl)-(4-naphthalen-1-yl-phenyl)-[1,1':4',1'':4'',1''']quaterphenyl-4-yl-amine